2-(4-(2-((cyanomethyl)(2-(2-oxoimidazolidin-1-yl)ethyl)amino)ethyl)piperazin-1-yl)acetonitrile C(#N)CN(CCN1CCN(CC1)CC#N)CCN1C(NCC1)=O